N-(4-(3-(4-(3-amino-6-methylisoxazolo[5,4-b]pyridin-4-yl)phenyl)ureido)-3-fluorophenyl)acrylamide NC1=NOC2=NC(=CC(=C21)C2=CC=C(C=C2)NC(NC2=C(C=C(C=C2)NC(C=C)=O)F)=O)C